2-(2-(butylthio)-5-methyl-1H-pyrrol-1-yl)pyridine C(CCC)SC=1N(C(=CC1)C)C1=NC=CC=C1